6-((4-((tert-Butyldiphenylsilyl)oxy)butyl)amino)undecane-1,11-diyl bis(3-cyclopentadecylpropanoate) C1(CCCCCCCCCCCCCC1)CCC(=O)OCCCCCC(CCCCCOC(CCC1CCCCCCCCCCCCCC1)=O)NCCCCO[Si](C1=CC=CC=C1)(C1=CC=CC=C1)C(C)(C)C